Methyl-4-Methylenecyclohexane CC1CCC(CC1)=C